(5-(3-((3-fluorophenyl)ethynyl)-1H-indazol-5-yl)pyridin-3-yl)-3-methylbutanamide FC=1C=C(C=CC1)C#CC1=NNC2=CC=C(C=C12)C=1C=C(C=NC1)C(C(=O)N)C(C)C